NC(=O)C1=CC=CC2=CN(N=C12)C1=CC=C(CN(C(=O)C2C[NH+](CCC2)C)C)C=C1 3-{[{4-[7-(aminocarbonyl)-2H-indazole-2-yl]benzyl}(methyl)amino]carbonyl}-1-methylpiperidinium